ClC=1C=C(C=2C(N1)=C(N(N2)COCC[Si](C)(C)C)NCC)C(=O)OC methyl 5-chloro-3-(ethylamino)-2-((2-(trimethylsilyl) ethoxy) methyl)-2H-pyrazolo[4,3-b]pyridine-7-carboxylate